7-methyl-3,4-dihydronaphthalen CC1=CC=C2CCC=CC2=C1